(R)-3-methyl-4-(7-(1-methyl-1H-pyrazol-5-yl)-3-(1H-pyrazol-5-yl)isothiazolo[4,5-b]pyridin-5-yl)morpholine Ethyl-3-(3-bromopyridin-4-yl)-3-oxopropanoate C(C)OC(CC(=O)C1=C(C=NC=C1)Br)=O.C[C@H]1N(CCOC1)C1=CC(=C2C(=N1)C(=NS2)C2=CC=NN2)C2=CC=NN2C